tert-Butyl 4-(5-bromo-6-methoxy-2H-indazol-2-yl)piperidine-1-carboxylate BrC1=CC2=CN(N=C2C=C1OC)C1CCN(CC1)C(=O)OC(C)(C)C